methyl 6-[(tert-butoxycarbonyl)(2-chloro-5-fluorophenyl)amino]-5-nitropyridine-3-carboxylate C(C)(C)(C)OC(=O)N(C1=C(C=C(C=N1)C(=O)OC)[N+](=O)[O-])C1=C(C=CC(=C1)F)Cl